NC1=CC=C(C=C1)CC#N 2-(4-aminophenyl)acetonitrile